(R)-5-(2-(benzyloxy)-4-fluorophenyl)-2-((1,1-dioxido-2,3-dihydrothiophen-3-yl)carbamoyl)pyridine 1-oxide C(C1=CC=CC=C1)OC1=C(C=CC(=C1)F)C=1C=CC(=[N+](C1)[O-])C(N[C@H]1CS(C=C1)(=O)=O)=O